methyl 4-amino-3-(2-methoxyethoxy)-5-((thiazol-5-ylmethyl)amino)benzoate NC1=C(C=C(C(=O)OC)C=C1NCC1=CN=CS1)OCCOC